C1(=CC=CC2=CC=CC=C12)C=1C=C(C=CC1)C1=CC=C(C=C1)N 3'-(naphthalen-1-yl)-[1,1'-biphenyl]-4-amine